3-methylfuro[2,3-c]Pyridin-2(3H)-one CC1C(OC2=CN=CC=C21)=O